CC=1C=C(C=CC1O)C(CC1=CC=C(C=C1)O)(C)C1=CC=C(C=C1)O 2-(3-methyl-4-hydroxyphenyl)-1,2-bis(4-hydroxyphenyl)propane